FC(CC)(F)C1=CC=C(C=N1)C1=C(C(=O)OCC)C=C(C=C1C)NC(=O)C1(CC1)C1=C(C=C(C=C1)OC(F)(F)F)F Ethyl 2-[6-(1,1-difluoropropyl)pyridin-3-yl]-5-[({1-[2-fluoro-4-(trifluoromethoxy) phenyl]cyclopropyl}carbonyl) amino]-3-methylbenzoate